3-hydroxy-6-methylnonanoic acid OC(CC(=O)O)CCC(CCC)C